3-(5-(9-((1-(4-amino-2-ethyl-5-methoxyphenyl)piperidin-4-yl)methyl)-3,9-diazaspiro[5.5]undecan-3-yl)-1-oxoisoindolin-2-yl)piperidine-2,6-dione NC1=CC(=C(C=C1OC)N1CCC(CC1)CN1CCC2(CCN(CC2)C=2C=C3CN(C(C3=CC2)=O)C2C(NC(CC2)=O)=O)CC1)CC